ethylenediamine di(sulfosuccinate) S(=O)(=O)(O)C1C(=O)ON2CCN(OC(C1)=O)OC(CC(C(=O)O2)S(=O)(=O)O)=O